(S*)-(5H-benzo[2,3][1,4]dioxepino[5,6-b]pyridin-5-yl)methanamine N1=C2C(=CC=C1)[C@H](OC1=C(O2)C=CC=C1)CN |o1:6|